4,4-dichlorobenzhydrol ClC1(CC=C(C(C2=CC=CC=C2)O)C=C1)Cl